1,3-bis(4-butoxybutyl)imidazolium tert-butyl-7-(6-(7-(((tert-butoxycarbonyl)amino)methyl)-1,6-naphthyridin-2-yl)-5-chloro-4-fluoropyridin-2-yl)-4,7-diazaspiro[2.5]octane-4-carboxylate C(C)(C)(C)OC(=O)N1C2(CC2)CN(CC1)C1=NC(=C(C(=C1)F)Cl)C1=NC2=CC(=NC=C2C=C1)CNC(=O)OC(C)(C)C.C(CCC)OCCCCN1C=[N+](C=C1)CCCCOCCCC